2,6-dichlorotolunitrile ClC1(C(C(=CC=C1)Cl)C)C#N